C(=O)(OC(C)(C)C)N[C@@H](C(C)(C)C)C(=O)O (S)-N-Boctert-leucine